CN(C)CCC[Si](OC)(OC)OC 3-(N,N-dimethylamino)propyl-trimethoxysilane